4'-chloro-resveratrol ClC1(CC=C(C=CC2=CC(O)=CC(O)=C2)C=C1)O